C(C)(C)(C)OC(=O)N[C@@H](CCCCNC(CCS)=O)C(=O)O N2-(tert-butoxycarbonyl)-N6-(3-mercaptopropionyl)lysine